N-Phenyl-N-[1-(1-phenylpropan-2-yl)-4-piperidyl]acetamide C1(=CC=CC=C1)N(C(C)=O)C1CCN(CC1)C(CC1=CC=CC=C1)C